N-[5-[2-cyano-5-[[(6S)-4-methyl-1,4-oxazepan-6-yl]oxy]-4-pyridyl]pyrazolo[1,5-a]pyridin-2-yl]cyclopropanecarboxamide C(#N)C1=NC=C(C(=C1)C1=CC=2N(C=C1)N=C(C2)NC(=O)C2CC2)O[C@H]2CN(CCOC2)C